NC1=NN2C(C(=C(C=C2)C=2C(=C(C(=O)NCC([C@H](O)C3=CC=C(C=C3)F)(F)F)C(=CC2)CC)F)F)=N1 |r| racemic-3-(2-amino-8-fluoro-[1,2,4]triazolo[1,5-a]pyridin-7-yl)-N-(2,2-difluoro-3-(4-fluorophenyl)-3-hydroxypropyl)-6-ethyl-2-fluorobenzamide